ClC=1C=C(C=CC1F)N(C(=O)[C@H]1NC2=CC=CC=C2C1)C (S)-N-(3-chloro-4-fluorophenyl)-N-methylindoline-2-carboxamide